C(C)(C)(C)C1=C(C(=CC(=C1)C(C)(C)C)C(C)(C)C)N=C N-(2,4,6-tri-tert-butylphenyl)methanimine